tert-butyl 4-(1-(oxetan-3-yl)-1H-pyrazol-5-yl)-3,6-dihydropyridine-1(2H)-carboxylate O1CC(C1)N1N=CC=C1C=1CCN(CC1)C(=O)OC(C)(C)C